C(C)(C)(C)C=1C(=C(C=CC1)C(C)C)C(C)(C)C di-tert-Butyl-Isopropyl-Benzene